N-(2-aminophenyl)-3-((4-(pyridazin-3-yl)phenyl)amino)-5-(trifluoromethyl)benzamide NC1=C(C=CC=C1)NC(C1=CC(=CC(=C1)C(F)(F)F)NC1=CC=C(C=C1)C=1N=NC=CC1)=O